C(#N)C1(CC1)NS(=O)(=O)C=1C(=C(C=2N(C1)C(=NC2)C=2SC(=NN2)C(F)(F)F)N2CCN(CC2)C(C(C)C)=O)F N-(1-cyanocyclopropyl)-7-fluoro-8-(4-isobutyrylpiperazin-1-yl)-3-(5-(trifluoromethyl)-1,3,4-thiadiazol-2-yl)imidazo[1,5-a]pyridine-6-sulfonamide